2-(2-cyclopropylpyridin-3-yl)-7-methyl-9-(4-(1-methyl-4-(trifluoromethyl)-1H-imidazol-2-yl)benzyl)-7,9-dihydro-8H-purin-8-one C1(CC1)C1=NC=CC=C1C1=NC=C2N(C(N(C2=N1)CC1=CC=C(C=C1)C=1N(C=C(N1)C(F)(F)F)C)=O)C